N[C@@H]1C[C@H](C1)C1=NN(C2=CC=C(C=C12)[N+](=O)[O-])CC(=O)NCC1=C(C(=CC=C1)Cl)F ((trans)-3-aminocyclobutyl)(2-((3-chloro-2-fluorobenzyl)amino)-2-oxoethyl)-5-nitro-1H-indazole